(benzylthio)-3-methylbenzenamine C(C1=CC=CC=C1)SC1=C(C=CC=C1C)N